N-isopropyl-4-[6-[3-(6-methyl-2-pyridyl)-1H-pyrazol-4-yl]-1,5-naphthyridin-3-yl]cyclohex-3-en-1-amine C(C)(C)NC1CC=C(CC1)C=1C=NC2=CC=C(N=C2C1)C=1C(=NNC1)C1=NC(=CC=C1)C